CC1=C2C=C(C=NC2=CC=C1)C=1NC(C=2N(C1)N=C(C2C(F)(F)F)C(=O)OCC)=O Ethyl 6-(5-methylquinolin-3-yl)-4-oxo-3-(trifluoromethyl)-4,5-dihydropyrazolo[1,5-a]pyrazine-2-carboxylate